C1(CC1)C=1SC(=CN1)C(=O)NC1=CC(=CC=C1)[C@H](C)NC=1N=C2C(=NC1)NC=C2C (S)-2-cyclopropyl-N-(3-(1-((7-methyl-5H-pyrrolo[2,3-b]pyrazin-2-yl)amino)ethyl)phenyl)thiazole-5-carboxamide